F[P-](F)(F)(F)(F)F.[SH3+] Sulfonium hexafluorophosphate salt